N-(caproyloxy)succinimide C(CCCCC)(=O)ON1C(CCC1=O)=O